tert-butyl (5-(cyclopent-1-en-1-yl)-2-nitrophenyl)carbamate C1(=CCCC1)C=1C=CC(=C(C1)NC(OC(C)(C)C)=O)[N+](=O)[O-]